FC(C=1C=C(C=CC1)C=1C=C2C(CCOC2=CC1)NC(O[C@@H]1CN2CCC1CC2)=O)(F)F (S)-quinuclidin-3-yl (6-(3-(trifluoromethyl)phenyl)chroman-4-yl)carbamate